(3R,5R,8R,9R,10S,13S,14S,17R)-17-((2S,3S)-4-fluoro-3-hydroxybutan-2-yl)-13-methyl-3-(trifluoromethyl)hexadecahydro-1H-cyclopenta[a]phenanthren-3-ol FC[C@H]([C@@H](C)[C@H]1CC[C@H]2[C@@H]3CC[C@@H]4C[C@@](CC[C@@H]4[C@H]3CC[C@]12C)(O)C(F)(F)F)O